C(CCC)OC1=CC=C(C=C1)S(=O)(=O)NCCCN1C(CCC1)=O 4-butoxy-N-(3-(2-oxopyrrolidin-1-yl)propyl)benzenesulfonamide